NC1=C(CN)C=CC(=C1)C 2-Amino-4-methylbenzylamine